tert-Butyl 2-carbamoyl-4-(7-chloro-6-(4-chlorophenyl)quinazolin-4-yl)piperazine-1-carboxylate C(N)(=O)C1N(CCN(C1)C1=NC=NC2=CC(=C(C=C12)C1=CC=C(C=C1)Cl)Cl)C(=O)OC(C)(C)C